FC(C(=O)N=S(=O)(C=1C=NC(=NC1)N1CCN(CC1)C(C)C1=CC2=C(C[C@H](O2)C)C=C1)C)(F)F 2,2,2-trifluoro-N-(methyl(2-(4-(1-((R)-2-methyl-2,3-dihydrobenzofuran-6-yl)ethyl)piperazin-1-yl)pyrimidin-5-yl)(oxo)-λ6-sulfaneylidene)acetamide